NC1(CCN(CC1)C1=NC(=C2C(=N1)NN=C2C2=C(C(=NC=C2)OC)Cl)C#N)C2=CC=CC=C2 6-(4-Amino-4-phenylpiperidin-1-yl)-3-(3-chloro-2-methoxypyridin-4-yl)-1H-pyrazolo[3,4-d]pyrimidine-4-carbonitrile